3-((6'-(2H-tetrazol-5-yl)-[1,1':3',1''-terphenyl]-4-yl)methyl)-2-propyl-7-oxa-1,3-diazaspiro[4.4]non-1-en-4-one N=1NN=NC1C1=CC=C(C=C1C1=CC=C(C=C1)CN1C(=NC2(C1=O)COCC2)CCC)C2=CC=CC=C2